ClC=1C=C(C=CC1Cl)CN1C(N(C=2N=C(N(C2C1=O)C)N[C@@H]1CC[C@@H](CC1)O)C)=O |r| (±)-1-[(3,4-dichlorophenyl)methyl]-3,7-dimethyl-8-{[(cis)-4-hydroxycyclohexyl]amino}-2,3,6,7-tetrahydro-1H-purine-2,6-dione